N(=[N+]=[N-])CC1=CNC2=CC=C(C=C12)OC(F)(F)F 3-(azidomethyl)-5-(trifluoromethoxy)-1H-indole